4-amino-5-{[1,1'-biphenyl]-4-carbonyl}-2-(anilino)thiophene-3-carbonitrile NC=1C(=C(SC1C(=O)C1=CC=C(C=C1)C1=CC=CC=C1)NC1=CC=CC=C1)C#N